(R)-4-(2-(tert-butylamino)-1-hydroxyethyl)benzene-1,2-diol C(C)(C)(C)NC[C@H](O)C=1C=C(C(=CC1)O)O